(9-octadecenol) aminoxide N[O-].C(CCCCCCCC=CCCCCCCCC)O